2-amino-1-(3-methoxy-2,6-dimethylphenyl)-4-oxo-4,5,6,7-tetrahydro-1H-pyrrolo[2',3':3,4]pyrazolo[1,5-a]pyridine-3-carboxamide NC1=C(C=2C(=NN3C2C(CCC3)=O)N1C1=C(C(=CC=C1C)OC)C)C(=O)N